C1(=CC=CC=C1)C1=CC2=C(S1(=O)=O)C=CC=C2 2-phenylbenzo[b]thiophene 1,1-dioxide